C(#N)CCC(C(=O)OC)(C(=O)OC)F dimethyl 2-(2-cyanoethyl)-2-fluoromalonate